FC1=CC=C(C=N1)C#CCN1C2CN(CC1C2)C2=CC=C(C=N2)C=2C=1N(C=C(C2)C=2C=NN(C2)C)N=CC1C#N 4-[6-[6-[3-(6-fluoro-3-pyridinyl)prop-2-ynyl]-3,6-diazabicyclo[3.1.1]heptan-3-yl]-3-pyridinyl]-6-(1-methylpyrazol-4-yl)pyrazolo[1,5-a]pyridine-3-carbonitrile